OC1=NOC(=C1)C(C(=O)O)C(C)C 2-(3-hydroxy-1,2-oxazol-5-yl)-3-methylbutanoic acid